ICC(=O)NCCCC#C 2-iodo-N-(pent-4-yn-1-yl)acetamide